C(C1=CC=CC=C1)NC=1C=C(C=CC1)C[C@H](C(=O)OC(C)(C)C)C(=O)[O-] (S)-3-(3-(benzylamino) phenyl)-1-(tert-butoxy)-1-oxopropan-2-carboxylate